5-(2-methylnonadecan-2-yl)oxazol-2(3H)-one CC(C)(CCCCCCCCCCCCCCCCC)C1=CNC(O1)=O